4-(2-oxaspiro[3.5]nonan-7-yl)aniline C1OCC12CCC(CC2)C2=CC=C(N)C=C2